ClC=1C(=NC=CC1)C(C)(C)NC1=NC=C(C=N1)C=1OC=C(N1)C(=O)O 2-(2-{[1-(3-chloro(2-pyridyl))-isopropyl]amino}pyrimidin-5-yl)-1,3-oxazole-4-carboxylic acid